ClC=1C=C(OC2CCC(CC2)NC(=O)C=2C=NC(=NC2)N2CCC(CC2)C(=O)O)C=CC1C#N 1-(5-(((1r,4r)-4-(3-chloro-4-cyanophenoxy)cyclohexyl)carbamoyl)pyrimidin-2-yl)piperidine-4-carboxylic acid